C[Si]1(N(CC(C1)C)C)C 1,1,2,4-tetramethyl-1-sila-2-azacyclopentane